O1[C@@H](CCC1)CCNC(O[C@H]1[C@H](NC[C@@H]1O)CC1=CC=C(C=C1)C1=CN=CS1)=O (2R,3S,4S)-4-hydroxy-2-(4-(thiazol-5-yl)benzyl)pyrrolidin-3-yl (2-((S)-tetrahydrofuran-2-yl)ethyl)carbamate